N-(2,6-dioxo-3-piperidyl)-6-[9-[4-(4-nitrophenyl)piperazin-1-yl]-3-azaspiro[5.5]undecan-3-yl]pyridazine-3-carboxamide O=C1NC(CCC1NC(=O)C=1N=NC(=CC1)N1CCC2(CC1)CCC(CC2)N2CCN(CC2)C2=CC=C(C=C2)[N+](=O)[O-])=O